ethyl 6-(4-(5-fluoro-2-(4-hydroxytetrahydro-2H-pyran-4-yl)pyridin-3-yl)piperazin-1-yl)-2-azaspiro[3.4]octane-2-carboxylate FC=1C=C(C(=NC1)C1(CCOCC1)O)N1CCN(CC1)C1CC2(CN(C2)C(=O)OCC)CC1